N-{4-[5-({1-[(2Z)-2-(aminomethyl)-3-fluoroprop-2-en-1-yl]-5-oxo-1,5-dihydro-4H-1,2,4-triazol-4-yl}methyl)thiophen-2-yl]pyridin-2-yl}acetamide hydrochloride Cl.NC/C(/CN1N=CN(C1=O)CC1=CC=C(S1)C1=CC(=NC=C1)NC(C)=O)=C/F